4,10-bis(2-tert-butoxy-2-oxoethyl)-7-[1-ethoxy-3-(4-ethoxyphenyl)-1-oxopropan-2-yl]-1,4,7,10-tetraazacyclododecan C(C)(C)(C)OC(CN1CCNCCN(CCN(CC1)C(C(=O)OCC)CC1=CC=C(C=C1)OCC)CC(OC(C)(C)C)=O)=O